Cl.COC1=CC=C2C(=N1)CCC2NC 2-methoxy-N-methyl-6,7-dihydro-5H-cyclopenta[b]pyridin-5-amine hydrochloride